O=C1N(CCC(N1)=O)C1=C2C=CN(C2=CC(=C1)C(=O)N1CCN(CC1)C(=O)[O-])C(C)C 4-(4-(2,4-dioxotetrahydropyrimidin-1(2H)-yl)-1-isopropyl-1H-indole-6-carbonyl)piperazine-1-carboxylate